FC1(OC2=C(O1)C=CC(=C2)/C=C/C=2C=C(C=CC2)C=2C(=NNN2)C#N)F 5-{3-[(E)-2-(2,2-difluoro-benzo[1,3]dioxol-5-yl)-vinyl]-phenyl}-2H-[1,2,3]triazole-4-carbonitrile